(S)-6-(4-(methoxycarbonyl)phenyl)-2-oxo-7-azaspiro[3.5]Nonane-7-carboxylic acid COC(=O)C1=CC=C(C=C1)[C@@H]1CC2(CC(C2)=O)CCN1C(=O)O